NC(C1CCN(CC1)C(=O)C1(CC1)C#N)C1=C(C=C(C(=C1)Cl)Cl)O 1-(4-(amino(4,5-dichloro-2-hydroxyphenyl)methyl)piperidine-1-carbonyl)cyclopropanecarbonitrile